C(CN)N.[Pt+4] platinum (IV) ethylenediamine